N-(2,2-dicyclopropyl-1-(5-(2-methoxy-1-(2-oxo-4-(trifluoromethyl)imidazolidin-1-yl)ethyl)benzo[d]oxazol-2-yl)ethyl)-1-ethyl-1H-pyrazole-5-carboxamide C1(CC1)C(C(C=1OC2=C(N1)C=C(C=C2)C(COC)N2C(NC(C2)C(F)(F)F)=O)NC(=O)C2=CC=NN2CC)C2CC2